docosyldimethyl-benzyl-ammonium chloride [Cl-].C(CCCCCCCCCCCCCCCCCCCCC)[N+](CC1=CC=CC=C1)(C)C